ClC1=C(C=C(C=C1)C1=NOC(=N1)C1=CCCC(O1)(C)C)C (3R)-6-[3-(4-chloro-3-methyl-phenyl)-1,2,4-oxadiazol-5-yl]-2,2-dimethyl-3,4-dihydropyran